C(#N)/C=C/[C@H]1CN(CCO1)C(=O)OC(C)(C)C tert-butyl (2S)-2-[(E)-2-cyanovinyl]morpholine-4-carboxylate